N-(5-Chloro-2-methyl-6-(2H-1,2,3-triazol-2-yl)pyridin-3-yl)-1-(1-oxo-1,2-dihydroisochinolin-5-yl)-5-(trifluoromethyl)-1H-pyrazol-4-carboxamid ClC=1C=C(C(=NC1N1N=CC=N1)C)NC(=O)C=1C=NN(C1C(F)(F)F)C1=C2C=CNC(C2=CC=C1)=O